6-(cyclopropanecarboxamido)-4-((2,5-dimethyl-4,5-dihydro-2H-pyrazolo[4,3-c]quinolin-6-yl)amino)-N-(methyl-d3)nicotinamide C1(CC1)C(=O)NC1=NC=C(C(=O)NC([2H])([2H])[2H])C(=C1)NC1=CC=CC=2C=3C(CN(C12)C)=CN(N3)C